CC(C(C(=O)[O-])(CC=CCCC=CC)C)CCCCCCCCCCCCC dimethyl-2,6-octadienylhexadecanoate